BrCCCOC1=C(C=CC=C1)CCCC(=O)OC methyl 4-[2-(3-bromopropoxy)phenyl]butanoate